N[C@@H](CC(=O)O)C(=O)O.N[C@@H](CCCNC(N)=N)C(=O)O L-Arginine L-Aspartate